C12NCC(C1N1C=CC=3C(=NC=4C(=C(C(=CC4C31)CCC#N)C3=CC(=CC1=CC=CC=C31)O)F)OC[C@H]3N(CCC3)C)C2 3-(1-(2-azabicyclo[2.1.1]hexan-5-yl)-6-fluoro-7-(3-hydroxynaphthalen-1-yl)-4-(((S)-1-methylpyrrolidin-2-yl)methoxy)-1H-pyrrolo[3,2-c]quinolin-8-yl)propanenitrile